1-[2-(2-fluorophenoxy)pyrimidin-5-yl]-5,6-dihydropyrimidine-2,4(1H,3H)-dione FC1=C(OC2=NC=C(C=N2)N2C(NC(CC2)=O)=O)C=CC=C1